C(C)SC1=NC(=NC(=C1[N+](=O)[O-])C)N1CC2=CC=C(C=C2CC1)F 2-(4-Ethylsulfanyl-6-methyl-5-nitro-pyrimidin-2-yl)-6-fluoro-3,4-dihydro-1H-isoquinoline